[C-]1(C=CC=C1)[SiH](C)C.[CH-]1C=CC=C1.[Fe+2] ferrocenyldimethylsilan